3-(3-bromophenyl)-1,2-oxazol BrC=1C=C(C=CC1)C1=NOC=C1